2-tert-Butyl 8-ethyl 11,11-difluoro-3,4,8,9,10,11-hexahydro-1H-pyrido[4',3':3,4]-pyrazolo[1,5-a]azepine-2,8(7H)-dicarboxylate FC1(C=2N(CC(CC1)C(=O)OCC)N=C1C2CN(CC1)C(=O)OC(C)(C)C)F